ClC1=CC(=CC(=N1)N1CCN(CC1)S(=O)(=O)C1=CC=C(C=C1)N1CC(CC1=O)NC(OC(C)(C)C)=O)C(C1=NC=CC=C1)(F)F tert-butyl N-[1-[4-[4-[6-chloro-4-[difluoro(2-pyridyl)methyl]-2-pyridyl]piperazin-1-yl]sulfonylphenyl]-5-oxo-pyrrolidin-3-yl]carbamate